CC1(CC1)C(=O)NCC=1NC2=CC(=C(C=C2C1)C)OCC1=NOC(=C1)C 1-methyl-N-((5-methyl-6-((5-methylisoxazol-3-yl)methoxy)-1H-indol-2-yl)methyl)cyclopropane-1-carboxamide